3H-Pyrazol N1=NCC=C1